ClC1=CC(=C(C=C1)C1(OC2=C(O1)C=CC=C2C2=CC=C(C=N2)CC2=NC1=C(N2C[C@H]2OCC2)C=C(C=C1)C(=O)O)C)F 2-((6-(2-(4-chloro-2-fluorophenyl)-2-methylbenzo[d][1,3]dioxol-4-yl)pyridin-3-yl)methyl)-1-(((S)-oxetan-2-yl)methyl)-1H-benzo[d]imidazole-6-carboxylic acid